14H-benzo[4,5]thieno[3,2-a]pyrido[3,4-c]carbazole C1=CC=CC2=C1C1=C(C3=C(C=4C5=CC=CC=C5NC14)C=CN=C3)S2